N1(C=NC=C1)C1=CC=C(C=C1)C1=CN=C2N1N=C(C=C2)N2C[C@@H](O[C@@H](C2)C)C (2S,6R)-4-(3-(4-(1H-imidazol-1-yl)phenyl)imidazo[1,2-b]pyridazin-6-yl)-2,6-dimethylmorpholine